1-(5-(3-cyano-6-(1-(piperidin-4-yl)-1H-pyrazol-4-yl)pyrazolo[1,5-a]pyrazin-4-yl)pyridin-2-yl)-4-ethyl-N-isopropylpiperidine-4-carboxamide C(#N)C=1C=NN2C1C(=NC(=C2)C=2C=NN(C2)C2CCNCC2)C=2C=CC(=NC2)N2CCC(CC2)(C(=O)NC(C)C)CC